F[B-](F)(F)F.C(C)(C)NC(C)C Diisopropylamine tetrafluoroborate